3-(2,5-difluoro-4-(1H-pyrazol-4-yl)phenyl)-N-methyl-N-(piperidin-4-yl)thiazolo[4,5-c]pyridazin-6-amine FC1=C(C=C(C(=C1)C=1C=NNC1)F)C1=CC2=C(N=N1)N=C(S2)N(C2CCNCC2)C